(S)-Cyanomethyl 5-(benzylthio)-5-oxo-2-(pent-4-enamido)pentanoate C(C1=CC=CC=C1)SC(CC[C@@H](C(=O)OCC#N)NC(CCC=C)=O)=O